C(CCCCCCCCCCCCCCCCC)(=O)N[C@@H](CC(=O)O)C(=O)O.C(CCCCCCC)C(CCCCCCCCCCC)O octyl-dodecanol stearoyl-aspartate